6-methoxy-2,2-dimethyl-2,3-dihydro-1H-inden-1-one COC1=CC=C2CC(C(C2=C1)=O)(C)C